5-fluoro-4-methylpyrimidin FC=1C(=NC=NC1)C